C1CCC2=C(C=3CCCC3C=C12)NC(=O)N=[S@@](=O)(N)C1=CC=C(C=C1)N(C)C(C)C (S)-N'-((1,2,3,5,6,7-hexahydro-s-indacen-4-yl)carbamoyl)-4-(isopropyl(methyl)amino)benzenesulfonimidamide